COC1=NC(=CC(=C1N)N)OC 2,6-DIMETHOXY-3,4-PYRIDINEDIAMINE